Rel-5-[[2-[(2R,5S)-2-(7-fluoro-1H-indazol-5-yl)-5-methyl-1-piperidyl]-2-oxo-acetyl]amino]pyridine-3-carboxamide FC=1C=C(C=C2C=NNC12)[C@@H]1N(C[C@H](CC1)C)C(C(=O)NC=1C=C(C=NC1)C(=O)N)=O |o1:10,13|